I.FC(C=1C=C(C=CC1)N)(F)F 3-trifluoromethylphenylamine hydroiodide